C(C1=CC=CC=C1)N1N=CC=2C1=NC(=CC2)N2CCN(CC2)C(=O)OC(C)(C)C tert-butyl 4-(1-benzyl-1H-pyrazolo[3,4-b]pyridin-6-yl)piperazine-1-carboxylate